2-(8-formyl-7-hydroxy-6-methoxy-4-methyl-2-oxo-2H-chromen-3-yl)-N-(2-(methoxymethoxy)ethyl)acetamide C(=O)C=1C(=C(C=C2C(=C(C(OC12)=O)CC(=O)NCCOCOC)C)OC)O